(S)-2-((S)-2-((S)-4-Amino-4-oxo-2-((S)-pyrrolidine-2-carboxamido)butanamido)-3-(thiazol-4-yl)propanamido)-5,5-dimethylhexanoic acid NC(C[C@@H](C(=O)N[C@H](C(=O)N[C@H](C(=O)O)CCC(C)(C)C)CC=1N=CSC1)NC(=O)[C@H]1NCCC1)=O